(1S,2R)-1-Hydroxy-2-[(5R)-5H-imidazo[4,3-a]isoindol-5-yl]-7-azaspiro[3.5]nonan-7-sulfonamid O[C@H]1[C@H](CC12CCN(CC2)S(=O)(=O)N)[C@H]2N1C(C3=CC=CC=C23)=CN=C1